1-(2-((2S,4R)-4-fluoro-2-(1-(1-methyl-1H-pyrazol-3-yl)-2-oxopyrrolidin-3-ylcarbamoyl)pyrrolidin-1-yl)-2-oxoethyl)-5-(pyridazin-4-yl)-1H-indazole-3-carboxamide F[C@@H]1C[C@H](N(C1)C(CN1N=C(C2=CC(=CC=C12)C1=CN=NC=C1)C(=O)N)=O)C(NC1C(N(CC1)C1=NN(C=C1)C)=O)=O